4-(3-Chloro-2-fluoro-6-methoxyphenyl)-6-methyl-N-(5-(2-(((R)-tetrahydrofuran-3-yl)oxy)ethoxy)-1,3,4-thiadiazol-2-yl)nicotinamide ClC=1C(=C(C(=CC1)OC)C1=CC(=NC=C1C(=O)NC=1SC(=NN1)OCCO[C@H]1COCC1)C)F